N1(N=CC=C1)CC1=CC2=C(C(=NO2)N)C(=C1)OC 6-((1H-pyrazol-1-yl)methyl)-4-methoxy-benzo[d]-isoxazol-3-amine